C1=C2C(=CC(=C1O)O)OC3=C(C2=O)C(=C(C(=C3)O)[C@H]4[C@@H]([C@H]([C@@H]([C@H](O4)CO)O)O)O)O The molecule is a C-glycosyl compound consisting of 1,3,6,7-tetrahydroxyxanthen-9-one having a beta-D-glucosyl residue at the 6-position. It has a role as a hypoglycemic agent, an antioxidant, an anti-inflammatory agent and a plant metabolite. It is a C-glycosyl compound and a member of xanthones. It derives from a xanthone.